4-(((4-cyanopyrimidin-2-yl)(neopentyl)amino)methyl)-N-(2-(4-methylpiperazin-1-yl)-2-oxoethyl)benzamide C(#N)C1=NC(=NC=C1)N(CC(C)(C)C)CC1=CC=C(C(=O)NCC(=O)N2CCN(CC2)C)C=C1